CC1(CCC2=CC=CC=C12)C 3,3-dimethyl-1H-indene